C(CCC)C1=C(C=CC=C1)[B-](C1=CC=CC=C1)(C1=CC=CC=C1)C1=CC=CC=C1 n-butylTetraphenylborate